N1(C=NC=C1)C1CCN(CC1)C1=C(C=CC=C1C=1C=NC=C(C1)F)C#N 2-[4-(imidazol-1-yl)hexahydropyridin-1-yl]-3-(5-fluoropyridin-3-yl)-benzene-1-carbonitrile